(S)-2-Chloro-N-(8,9-difluoro-6-oxo-1,4,5,6-tetrahydro-2H-pyrano[3,4-c]isoquinolin-1-yl)-N-methylthiazole-5-carboxamide ClC=1SC(=CN1)C(=O)N(C)[C@@H]1COCC=2NC(C=3C=C(C(=CC3C21)F)F)=O